C(C)N1C2=C(C=CC1=O)NC=C2C2=NC(=NC(=C2)OC2CCC(CC2)C(F)(F)F)C 4-ethyl-3-(2-methyl-6-{[(1r,4r)-4-(trifluoromethyl)-cyclohexyl]oxy}pyrimidin-4-yl)-1H,4H,5H-pyrrolo[3,2-b]pyridin-5-one